N-(2-amino-4-bromo-6-chlorophenyl)-4-(2-(trifluoromethyl)benzoyl)-1H-pyrrole-2-carboxamide NC1=C(C(=CC(=C1)Br)Cl)NC(=O)C=1NC=C(C1)C(C1=C(C=CC=C1)C(F)(F)F)=O